ClC=1C=CC(=C(C1)C=1C(=CC(=CC1)C(N[C@H](CCC)C1=CC=CC=C1)=O)C(=O)O)C1=NC2=C(N1)C=CC(=C2)CC(F)(F)F 5'-chloro-4-{[(1R)-1-phenylbutyl]carbamoyl}-2'-[5-(2,2,2-trifluoroethyl)-1H-1,3-benzodiazol-2-yl]-[1,1'-biphenyl]-2-carboxylic acid